P(=O)(OC(C)CC)(OC(C)CC)OC(C)CC tri(2-butyl) phosphate